4-{4-[(S)-1-(1-Ethyl-2-oxo-1,2-dihydro-[1,6]naphthyridin-7-ylamino)-ethyl]-benzyl}-piperazine-1-carboxylic acid tert-butyl ester C(C)(C)(C)OC(=O)N1CCN(CC1)CC1=CC=C(C=C1)[C@H](C)NC1=NC=C2C=CC(N(C2=C1)CC)=O